(S or R)-3-((4-amino-7-(3-fluoro-4-(2-(methylamino)ethoxy)benzyl)imidazo[2,1-f][1,2,4]triazin-2-yl)oxy)hexan-1-ol NC1=NC(=NN2C1=NC=C2CC2=CC(=C(C=C2)OCCNC)F)O[C@H](CCO)CCC |o1:24|